N,N'-bis(3-tert-butylsalicylidene)-1,2-phenylenediamine C(C)(C)(C)C1=C(C(C=NC2=C(C=CC=C2)N=CC=2C(O)=C(C=CC2)C(C)(C)C)=CC=C1)O